[15NH2][C@@H](CO)C(=O)O L-serine-15N